2-selenoxo-3-(4-tolyl)-imidazolidin-4-one [Se]=C1NCC(N1C1=CC=C(C=C1)C)=O